CC1CC(C(=O)O1)=C (gamma-methyl)-alpha-methylene-gamma-butyrolactone